2-(4-(4-ethyl-3-methoxybenzyl)-2-(2-isopropylphenyl)piperazin-1-yl)-7-azaspiro[3.5]nonane C(C)C1=C(C=C(CN2CC(N(CC2)C2CC3(C2)CCNCC3)C3=C(C=CC=C3)C(C)C)C=C1)OC